(2S,4r)-1-[(2S)-2-(4-cyclopropyltriazol-1-yl)-3,3-dimethyl-butyryl]-N-[1,1-dimethyl-3-(4-methylpiperazin-1-yl)propyl]-4-hydroxy-pyrrolidine-2-carboxamide C1(CC1)C=1N=NN(C1)[C@H](C(=O)N1[C@@H](C[C@H](C1)O)C(=O)NC(CCN1CCN(CC1)C)(C)C)C(C)(C)C